N1CC(NCC1)[Si](OC)(OC)C 3-piperazinyl-methyl-dimethoxysilane